N1CC(C1)COC=1C2=CN(C=C2C=CC1)C1C(NC(CC1)=O)=O 4-(azetidin-3-ylmethoxy)-2-(2,6-dioxopiperidin-3-yl)isoindole